tert-butyl N-[1-[4-[2-[[(4S)-8-chlorochroman-4-yl]carbamoylamino]thiazol-4-yl]phenyl]-1-methyl-ethyl]carbamate ClC=1C=CC=C2[C@H](CCOC12)NC(=O)NC=1SC=C(N1)C1=CC=C(C=C1)C(C)(C)NC(OC(C)(C)C)=O